C(\C=C\C(=O)O)(=O)O.NC[C@@H]1N(CCC1)C1=C(C=CC(=C1C(F)(F)F)OC1=CC=CC=C1)NC(=O)C=1N=C(SC1)C1=CN=NC=C1 N-{2-[(2R)-2-(aminomethyl)pyrrolidin-1-yl]-4-phenoxy-3-(trifluoromethyl)phenyl}-2-(pyridazin-4-yl)-1,3-thiazol-4-carboxamid mono[(2E)-but-2-endioat]